7-((6-fluoropyridin-2-yl)oxy)-3-(3-methoxybenzyl)-5-methyl-3,5-dihydro-4H-pyridazino[4,5-b]indol-4-one FC1=CC=CC(=N1)OC=1C=CC=2C3=C(N(C2C1)C)C(N(N=C3)CC3=CC(=CC=C3)OC)=O